1,2-bis-(9Z-octadecenoyl)-sn-glycerol C(C=CCCCCCCCCCCCCCCC)(=O)OC[C@@H](OC(C=CCCCCCCCCCCCCCCC)=O)CO